C(C)(=O)NC=1SC(=C(N1)C)S(=O)(=O)Cl 2-acetamido-4-methyl-1,3-thiazole-5-sulfonyl chloride